8-[3-[(2-chloro-4-pyridinyl)oxymethyl]azetidin-1-yl]-3,4-dimethyl-pyrimido[4',5':4,5]thieno[2,3-c]pyridazine ClC1=NC=CC(=C1)OCC1CN(C1)C1=NC=NC2=C1SC=1N=NC(=C(C12)C)C